[Cd].[Ga].[Sn].C(C1=CC=CC=C1)C(C)O[Si](OCC)(OCC)CCC=N benzyl-iminopropyl-triethoxysilane tin-gallium-cadmium